Cl.CO[C@H]1CNCC1 (R)-3-methoxypyrrolidine hydrochloride salt